1,1,1,3,3,3-Hexafluoropropan-2-yl (S)-1-(pyridazin-3-ylcarbamoyl)-6-azaspiro[2.5]octane-6-carboxylate N1=NC(=CC=C1)NC(=O)[C@H]1CC12CCN(CC2)C(=O)OC(C(F)(F)F)C(F)(F)F